ethyl 5-(benzyloxy)-2,4-dioxopentanoate C(C1=CC=CC=C1)OCC(CC(C(=O)OCC)=O)=O